N-methoxy-1-((4-[5-(trifluoromethyl)-1,2,4-oxadiazol-3-yl]phenyl)methyl)-1H-pyrazole-4-carboxamide CONC(=O)C=1C=NN(C1)CC1=CC=C(C=C1)C1=NOC(=N1)C(F)(F)F